ClC1=NC2=CC=C(C=C2C(=N1)N1CC=2C=C(C=NC2CC1)C(F)(F)F)F 2-chloro-6-fluoro-4-[3-(trifluoromethyl)-7,8-dihydro-5H-1,6-naphthyridin-6-yl]quinazoline